(4-hydroxy-3-methoxybenzyl)thiourea OC1=C(C=C(CNC(=S)N)C=C1)OC